NC1=NC2=CC=C(C=C2C=C1Br)C(=O)N(CC1=NC=C(C=C1)C#N)[C@H]1[C@@H](CCC1)C#N 2-amino-3-bromo-N-((1R,2R)-2-cyanocyclopentyl)-N-((5-cyano-2-pyridinyl)methyl)-6-quinolinecarboxamide